3,4-dimethylphenyl-hydrazine CC=1C=C(C=CC1C)NN